C(CCCCCCCCCCC)(=O)OCC(OC(CCCCCCCCCCC)=O)CO glycerol di-laurate